C(#N)C1=C(OC2=NC3=CC=CC=C3C(N2CCC2CCN(CC2)C(CN2CCC(CC2)C2=C(C=C(C=C2)C2C(NC(CC2)=O)=O)F)=O)=O)C(=CC=C1NS(N(C)CC)(=O)=O)F 2-cyano-3-[[ethyl(methyl)sulfamoyl]amino]-6-fluorophenoxy-3-[2-[1-[2-[4-[4-(2,6-dioxopiperidin-3-yl)-2-fluorophenyl]piperidin-1-yl]acetyl]piperidin-4-yl]ethyl]-4-oxoquinazoline